ethyl-bis-epoxycyclohexane C(C)C1C23C(CCC1)(O2)O3